C(#N)C=1C=C(C=CC1F)NC(N(C)[C@H]1CS(CC=2NC(C=3C=C(C=CC3C21)F)=O)(=O)=O)=O |r| Racemic-3-(3-cyano-4-fluorophenyl)-1-(8-fluoro-3,3-dioxido-6-oxo-1,4,5,6-tetrahydro-2H-thiopyrano[3,4-c]isoquinolin-1-yl)-1-methylurea